2-bromo-5,6-dihydrospiro[pyrrolo[1,2-a]imidazole-7,2'-[1,3]dioxolane] BrC=1N=C2N(C1)CCC21OCCO1